CN1N=CC(=C1)C1=NC=CC(=C1)OC=1C=CC2=C(C(N(CO2)CCN2CCCC2)=O)C1 6-{[2-(1-methylpyrazol-4-yl)-4-pyridyl]oxy}-3-(2-pyrrolidin-1-ylethyl)-2H-1,3-benzoxazin-4-one